NC1=C(C(=NC(=C1)C1=C(C(=C(C=C1)Cl)OC)F)C(=O)OC)Cl methyl 4-amino-3-chloro-6-(4-chloro-2-fluoro-3-methoxyphenyl)pyridine-2-carboxylate